C(CCCCCCCCCCCCCCCCC)C(C(=O)O)CCCCCCCCCCCC.C(CCCCCCCCCCCCC)(=O)OCCCCCCCCCCCCCCCCCC stearyl myristate (stearyl myristate)